C1(CC1)OC1=NN(C=C1NC=O)C(C)C N-(3-cyclopropyloxy-1-isopropyl-1H-pyrazol-4-yl)carboxamide